C(C)(C)(C)OC(=O)N1CC(C1)N1CC2=NN(C=C2C1)C1(CCC1)C(NC1=C(C=C(C=C1)C(F)(F)F)Cl)=O 3-(2-(1-((2-chloro-4-(trifluoromethyl)phenyl)carbamoyl)cyclobutyl)-2,6-dihydropyrrolo[3,4-c]pyrazol-5(4H)-yl)azetidine-1-carboxylic acid tert-butyl ester